[N+](=O)([O-])[O-].C(C)[NH3+] Ethylammonium nitrat